[O-2].[Ce+3].[Mn+2].[Fe+2] iron-manganese cerium oxide